FC1=CC=C(C=C1)C(C)(O)[2H] 1-(4-fluorophenyl)ethan-1-d-1-ol